(4'-chloro-[1,1'-biPhenyl]-2-yl)boronic acid ClC1=CC=C(C=C1)C1=C(C=CC=C1)B(O)O